N-(2-{(2E)-9,10-dimethoxy-4-oxo-2-[(2,4,6-trimethylphenyl)imino]-6,7-dihydro-2H-pyrimido[6,1-a]isoquinolin-3(4H)-yl}ethyl)urea COC=1C=C2CCN3C(C2=CC1OC)=C\C(\N(C3=O)CCNC(=O)N)=N/C3=C(C=C(C=C3C)C)C